ClC1=C(C(=O)OC)C(=CC=C1)OC=1C=NC=C(C1[N+](=O)[O-])CC methyl 2-chloro-6-((5-ethyl-4-nitropyridin-3-yl)oxy)benzoate